3-(4-Amino-3-iodo-1H-pyrazolo[3,4-d]pyrimidin-1-yl)cyclopentanone NC1=C2C(=NC=N1)N(N=C2I)C2CC(CC2)=O